5-[[3-Chloro-4-[3-(3,5-difluorophenyl)-2,7-dimethyl-5,7-dihydro-4H-pyrazolo[3,4-c]pyridine-6-carbonyl]-2-pyridyl]oxymethyl]oxazolidin-2-one ClC=1C(=NC=CC1C(=O)N1C(C=2C(CC1)=C(N(N2)C)C2=CC(=CC(=C2)F)F)C)OCC2CNC(O2)=O